4-methylmorpholine-4-oxide C[N+]1(CCOCC1)[O-]